N-(1-(naphthalen-2-yl)-1-phenylbut-3-en-1-yl)benzamide C1=C(C=CC2=CC=CC=C12)C(CC=C)(C1=CC=CC=C1)NC(C1=CC=CC=C1)=O